C1=C(C=CC2=CC=CC=C12)CC1NCCC1 2-(naphthalene-2-ylmethyl)pyrrolidine